(2R,3S)-2-(tert-butoxycarbonyl)piperidine-3-carboxylic acid C(C)(C)(C)OC(=O)[C@@H]1NCCC[C@@H]1C(=O)O